OC1=C(C(=O)C2=CC=CC=C2)C=C(C(=C1)O)[N+](=O)[O-] 2,4-dihydroxy-5-nitrobenzophenone